2-(phenylselanyl)cyclohexyl 4-oxopentanoate O=C(CCC(=O)OC1C(CCCC1)[Se]C1=CC=CC=C1)C